CC1=NOC2=C1C=C(C(=C2)F)O methyl-5-hydroxy-6-fluoro-benzo[d]isoxazole